(S,E)-3-(7-amino-8-oxo-6,7,8,9-tetrahydro-5H-pyrido[2,3-b]azepin-3-yl)-N-methyl-N-((3-methyl-5-(pyridin-3-yloxy)benzofuran-2-yl)methyl)acrylamide N[C@H]1CCC2=C(NC1=O)N=CC(=C2)/C=C/C(=O)N(CC=2OC1=C(C2C)C=C(C=C1)OC=1C=NC=CC1)C